F[C@H]1C[C@H](C1)NC(=O)C1=NOC=C1 N-(cis-3-fluorocyclobutyl)isoxazole-3-carboxamide